The molecule is a 6-sulfo-D-quinovose (6-deoxy-6-sulfo-D-glucopyranose) that has beta configuration at the anomeric centre. It is a conjugate acid of a 6-sulfo-beta-D-quinovose(1-). C([C@@H]1[C@H]([C@@H]([C@H]([C@@H](O1)O)O)O)O)S(=O)(=O)O